CN1C(C2=C(C(=C1)C=1C=C3C=CC=NC3=CC1)C=CN2S(=O)(=O)C2=CC=C(C)C=C2)=O 6-methyl-4-(quinolin-6-yl)-1-tosyl-1H-pyrrolo[2,3-c]pyridin-7(6H)-one